C1(CCC1)C(C(C(NC1=CC=C2C(=C1)NC(C21CCOCC1)=O)=O)NC(=O)C=1N(N=CC1)C)C N-{3-Cyclobutyl-1-oxo-1-[(2-oxospiro[1H-indole-3,4'-oxane]-6-yl)amino]butan-2-yl}-2-methylpyrazole-3-carboxamide